BrC=1C(=C2C(=C(NC(C2=CC1Cl)=O)C)C)F 6-bromo-7-chloro-5-fluoro-3,4-dimethyl-2H-isoquinolin-1-one